N(C1=CC=CC=C1)CCOC1=NC2=CC=CC=C2C=C1 anilinoethoxyquinoline